CC(CO)(C(C(CO)C)CC)CCC 2,4-dimethyl-3-ethyl-2-propyl-1,5-pentanediol